trans-3-hydroxy-4-((2-methoxyethyl)(methyl)amino)pyrrolidine-1-carboxylic acid tert-butyl ester C(C)(C)(C)OC(=O)N1C[C@H]([C@@H](C1)N(C)CCOC)O